[C@H]12CN(C[C@H](CC1)N2)C2=C1C(=NC(=N2)OC[C@]23CCCN3C[C@@H](C2)F)N=C(N=C1)C1=CC(=CC2=CC=CC=C12)O 4-(5-((1R,5S)-3,8-diazabicyclo[3.2.1]octan-3-yl)-7-(((2R,7aS)-2-fluorotetrahydro-1H-pyrrolizin-7a(5H)-yl)methoxy)pyrimido[4,5-d]pyrimidin-2-yl)naphthalen-2-ol